N-(6-(5-bromo-6,7-difluoro-1H-indazol-4-yl)imidazo[1,2-a]pyrazin-2-yl)-2-fluorocyclopropane-1-carboxamide BrC=1C(=C2C=NNC2=C(C1F)F)C=1N=CC=2N(C1)C=C(N2)NC(=O)C2C(C2)F